CC1=CC=2C=3N(C(=NC2C(=C1)C(C)=O)N1CCCCC1)C=CN3 1-(9-methyl-5-(piperidin-1-yl)imidazo[1,2-c]quinazolin-7-yl)ethan-1-one